N1C=NC2=C1C=CC(=C2)NC(CN)C2=CC=C(C=C2)C=2SC=C(N2)C N1-(1H-benzoimidazol-5-yl)-1-[4-(4-methyl-1,3-thiazol-2-yl)phenyl]ethane-1,2-diamine